(R/S)-(2-(phenyl(piperidin-4-yl)methyl)-2H-tetrazol-5-yl)methyl Acetate C(C)(=O)OCC=1N=NN(N1)[C@H](C1CCNCC1)C1=CC=CC=C1 |r|